N1N=CC2=CC(=CC=C12)C=1N=C(C=2N(C1)N=CN2)NC2=CC=C(C=C2)N2[C@@H]1CN([C@@H](C2)C1)C(C)C 6-(1H-indazol-5-yl)-N-(4-((1s,4r)-5-isopropyl-2,5-diazabicyclo[2.2.1]heptan-2-yl)phenyl)-[1,2,4]triazolo[1,5-a]pyrazin-8-amine